[Si](C1=CC=CC=C1)(C1=CC=CC=C1)(C(C)(C)C)OCC=1C=C(C=CC1C)C(CC(=O)OC)=N methyl 3-[3-({[tert-butyl(diphenyl)silyl]oxy}methyl)-4-methylphenyl]-3-iminopropanoate